FC(C(O[Si](C)(C)C)[C@@H]1[C@H]2CC[C@@H](CN1C(=O)OCC1=CC=CC=C1)N2C(=O)OC(C)(C)C)(F)F 3-benzyl 8-(tert-butyl) (1R,2S,5S)-2-(2,2,2-trifluoro-1-((trimethylsilyl)oxy)ethyl)-3,8-diazabicyclo[3.2.1]octane-3,8-dicarboxylate